N-((4-(5-Amino-4-cyano-1-(3-fluorocyclobutyl)-1H-pyrazol-3-yl)-1H-indazol-7-yl)methyl)-5-fluoro-2-methoxybenzamide NC1=C(C(=NN1C1CC(C1)F)C1=C2C=NNC2=C(C=C1)CNC(C1=C(C=CC(=C1)F)OC)=O)C#N